N1=CN=C(C2=C1NC=C2)C(=O)N2CC1(C2)CC(C1)N(C(=O)NC1=C(C=CC(=C1)C(F)(F)F)OC)C 1-(2-(7H-pyrrolo[2,3-d]pyrimidine-4-carbonyl)-2-azaspiro[3.3]heptan-6-yl)-3-(2-methoxy-5-(trifluoromethyl)phenyl)-1-methylurea